F[C@@H](CN(CC[C@@H](C(=O)O)NC1=NC=C(N=C1)C1=CC=CC=C1)CCCCC1=NC=2NCCCC2C=C1)COC (S)-4-(((S)-2-fluoro-3-methoxypropyl)(4-(5,6,7,8-tetrahydro-1,8-naphthyridin-2-yl)butyl)amino)-2-((5-phenylpyrazin-2-yl)amino)butanoic acid